1-bromo-2-(2-methoxybenzyl)benzene BrC1=C(C=CC=C1)CC1=C(C=CC=C1)OC